(Difluoromethoxy)-5-fluoro-8-hydroxy-3,4-dihydroisoquinoline-2(1H)-carboxylic acid tert-butyl ester C(C)(C)(C)OC(=O)N1C(C2=C(C=CC(=C2CC1)F)O)OC(F)F